COC1=C(C(=CC=C1)OC)C1=CNC2=NC(=CC=C21)NC(=O)[C@H]2[C@@H](C2)CN2CCN(CC2)CC trans-N-[3-(2,6-dimethoxyphenyl)-1H-pyrrolo[2,3-b]pyridin-6-yl]-2-[(4-ethylpiperazin-1-yl)methyl]cyclopropane-1-carboxamide